2-(1-methylpiperidin-3-yl)ethan-1-ol CN1CC(CCC1)CCO